FC1=C(C(=O)NC2=C(C=C(C=C2OC(F)(F)F)C(C(F)(F)F)(C(F)(F)F)F)Br)C=CC=C1[N+](=O)[O-] 2-fluoro-N-(2-bromo-4-(perfluoropropan-2-yl)-6-(trifluoromethoxy)phenyl)-3-nitrobenzamide